(4-(3-methyl-4-oxo-3,4-dihydro-phthalazin-1-yl)phenyl)sulphonamide CN1N=C(C2=CC=CC=C2C1=O)C1=CC=C(C=C1)S(=O)(=O)N